(E)-1-(3-(diphenylphosphoryl)propyl)-4-(3-azidopropyl)-1,4-dimethyltetrazene C1(=CC=CC=C1)P(=O)(C1=CC=CC=C1)CCCN(\N=N\N(C)CCCN=[N+]=[N-])C